C(C=C)NC(C(=C)C)=O N-allyl-methacrylamide